(S)-3-((1-(2-hydroxy-4-(trifluoromethyl)phenyl)pyrido[3,4-d]pyridazine-4-yl)amino)-3-methylpiperidin-2-one OC1=C(C=CC(=C1)C(F)(F)F)C1=C2C(=C(N=N1)N[C@@]1(C(NCCC1)=O)C)C=NC=C2